CC(CCCC[C@@H]1[C@H](COS(=O)(=O)C(F)(F)F)O1)C trifluoromethanesulfonic acid (2S,3R)-2,3-epoxy-8-methyl-1-nonylester